FC(C(=O)O)(CNC(C1=CC(=CC=C1)C1=NOC(=N1)C)=O)F 2,2-difluoro-3-[[3-(5-methyl-1,2,4-oxadiazol-3-yl)benzoyl]amino]propanoic acid